N-(4-chloro-2-fluoro-5-methoxy-phenyl)-6-[(3S)-pyrrolidin-3-yl]oxy-pyrido[3,2-d]pyrimidin-4-amine ClC1=CC(=C(C=C1OC)NC=1C2=C(N=CN1)C=CC(=N2)O[C@@H]2CNCC2)F